C1(=NC=CC2=CC=CC=C12)C=1C=C(C=CC1)O 3-(isoquinolin-1-yl)phenol